2-{3-[(2R,6S)-2,6-dimethylmorpholine-4-carbonyl]-5,6-dihydrocyclopenta[c]pyrazol-1(4H)-yl}-1-[4-(2-fluoro-4-methoxyphenyl)piperidin-1-yl]ethan-1-one C[C@@H]1CN(C[C@@H](O1)C)C(=O)C=1C2=C(N(N1)CC(=O)N1CCC(CC1)C1=C(C=C(C=C1)OC)F)CCC2